4-(2,2-difluorobenzo[d][1,3]dioxol-5-yl)-1H-imidazol FC1(OC2=C(O1)C=CC(=C2)C=2N=CNC2)F